6-methyl-2-(5-methyl-1,4-diazepan-1-yl)-N-(4-(pyridin-4-yl)phenyl)pyrimidin-4-amine CC1=CC(=NC(=N1)N1CCNC(CC1)C)NC1=CC=C(C=C1)C1=CC=NC=C1